ClC=1C=C(C=CC1)[C@@H](C)NC1=NC=NC2=CC=C(C=C12)C1=CNC2=NC=CC=C21 (R)-N-(1-(3-chlorophenyl)ethyl)-6-(1H-pyrrolo[2,3-b]pyridin-3-yl)quinazolin-4-amine